OC(CC(C(CCOCCC(C(CC(CC)O)(CCCO)CC=C)O)O)(CC=C)CCCO)CC 2-hydroxybutyl-3-hydroxypropyl-4-allyl-3-hydroxybutyl ether